(2R,4S)-4-[3-bromo-4-cyano-5-[(cyclopropylmethyl)amino]pyrazol-1-yl]-2-(methoxymethyl)pyrrolidine-1-carboxylic acid tert-butyl ester C(C)(C)(C)OC(=O)N1[C@H](C[C@@H](C1)N1N=C(C(=C1NCC1CC1)C#N)Br)COC